Bis-(4-Amino-3-ethylcyclohexyl)methan NC1C(CC(CC1)CC1CC(C(CC1)N)CC)CC